C(C)OC(C1=NC=CC=C1OCC)=O ethoxypicolinic acid ethyl ester